ethyl 2-amino-6-(cyclopropylmethyl)-6-(methoxymethyl)-4,5,6,7-tetrahydro-1-benzothiophene-3-carboxylate NC=1SC2=C(C1C(=O)OCC)CCC(C2)(COC)CC2CC2